3-((R)-2,3-dihydro-1H-inden-1-yl)-4-oxobutanoic acid [C@@H]1(CCC2=CC=CC=C12)C(CC(=O)O)C=O